The molecule is a triterpenoid saponin that is a tetrasaccharide derivative of 3,12,17,25-tetrahydroxy-18,20-epoxylanost-9(11)-ene-18,22-dione. It is a triterpenoid saponin, a tetrasaccharide derivative and a heterocyclyl sulfate. It is a conjugate acid of a holothurin A3(1-). It derives from a hydride of a lanostane. C[C@@H]1[C@H]([C@@H]([C@H]([C@@H](O1)O[C@@H]2[C@H]([C@@H](CO[C@H]2O[C@H]3CC[C@]4([C@H](C3(C)C)CC[C@@H]5C4=C[C@@H](C67[C@]5(CC[C@@]6([C@](OC7=O)(C)C(=O)CCC(C)(C)O)O)C)O)C)OS(=O)(=O)O)O)O)O)O[C@H]8[C@@H]([C@H]([C@@H]([C@H](O8)CO)O)O[C@H]9[C@@H]([C@H]([C@@H]([C@H](O9)CO)O)OC)O)O